ClC1=C(C=C(C=C1)C1=NN(C(=N1)CC(=O)NCC1=CC(=CC(=C1)Cl)Cl)CC)OC 2-[3-(4-Chloro-3-methoxyphenyl)-1-ethyl-1H-1,2,4-triazol-5-yl]-N-[(3,5-dichlorophenyl)methyl]acetamid